2-((Z)-1-(((1r,4r)-4-aminocyclohexyl)methyl)-3-((3,5-dimethyl-1H-pyrrol-2-yl)methylene)-2-oxoindol-6-yl)pyrimidine-4-carbonitrile trifluoroacetate salt FC(C(=O)O)(F)F.NC1CCC(CC1)CN1C(\C(\C2=CC=C(C=C12)C1=NC=CC(=N1)C#N)=C/C=1NC(=CC1C)C)=O